ClC1=NC(=NC(=C1)C=1C=NC=C(C1)F)NCCC1=CNC2=CC=CC=C12 4-chloro-6-(5-fluoro-3-pyridinyl)-N-[2-(1H-indol-3-yl)ethyl]Pyrimidin-2-amine